N-((3R,4R)-1-(6-((1-(5-aminopentyl)-3-ethyl-1H-pyrazol-4-yl)amino)-9-(tert-butyl)-9H-purin-2-yl)-4-fluoropyrrolidin-3-yl)acrylamide Francium stearate C(CCCCCCCCCCCCCCCCC)(=O)[O-].[Fr+].NCCCCCN1N=C(C(=C1)NC1=C2N=CN(C2=NC(=N1)N1C[C@H]([C@@H](C1)F)NC(C=C)=O)C(C)(C)C)CC